ClC=1C=C(C=CC1F)NC(N(C(C)C1=CN=C(C2=CC=CC=C12)NC)C)=O 3-(3-chloro-4-fluorophenyl)-1-methyl-1-(1-(1-(methylamino)isoquinolin-4-yl)ethyl)urea